1-(4-methylbenzyl)-6-oxo-1,6-dihydropyrimidine-4-carboxamide CC1=CC=C(CN2C=NC(=CC2=O)C(=O)N)C=C1